(R)-(1,3-dimethyl-azetidin-3-yl)-(4-isopropyl-phenyl)-(5-{5-[1-methyl-1-(tetrahydro-pyran-4-yl)-ethyl]-[1,2,4]Oxadiazol-3-yl}-pyridin-3-yl)-methanol CN1CC(C1)(C)[C@@](O)(C=1C=NC=C(C1)C1=NOC(=N1)C(C)(C1CCOCC1)C)C1=CC=C(C=C1)C(C)C